1-Bromo-3-chloro-7-((6-(3,4-difluoro-2-((2-fluoro-4-iodophenyl)amino)benzamido)hexyl)amino)-N-methyl-7-oxo-N-(pent-4-yn-1-yl)hept-1-en-1-amine oxide BrC(=CC(CCCC(=O)NCCCCCCNC(C1=C(C(=C(C=C1)F)F)NC1=C(C=C(C=C1)I)F)=O)Cl)[N+](CCCC#C)(C)[O-]